4-t-butylphenyl-diphenylsulfonium benzenesulfonate C1(=CC=CC=C1)S(=O)(=O)[O-].C(C)(C)(C)C1=CC=C(C=C1)[S+](C1=CC=CC=C1)C1=CC=CC=C1